methyl 5-methoxy-1-methyl-6-oxo-2-{[phenyl(pyridin-2-yl)methyl]amino}pyrimidine-4-carboxylate COC1=C(N=C(N(C1=O)C)NC(C1=NC=CC=C1)C1=CC=CC=C1)C(=O)OC